C(#N)CCNC1=C(C(=O)O)C=CC(=C1)C(=O)O 2-(2-cyanoethyl)aminoterephthalic acid